C(CCCCCCCCCCCC)C=1N=CC(CC1)=O tridecyl-pyridin-5-one